N1-[(2,4-dimethoxyphenyl)methyl]-N5-[[4-(5-phenyloxazol-2-yl)-2-oxabicyclo[2.1.1]hexan-1-yl]methyl]isoquinoline-1,5-diamine COC1=C(C=CC(=C1)OC)CNC1=NC=CC=2C(=CC=CC12)NCC12OCC(C1)(C2)C=2OC(=CN2)C2=CC=CC=C2